C(#N)C1=C(OC2CCC(CC2)(C(=O)O)C)C=C(C(=C1)OC)C(N[C@@H]1[C@H]2CC[C@@H]([C@@H]1C(NCC(C)(C)C)=O)C2)=O (1s,4s)-4-(2-cyano-4-methoxy-5-(((1s,2r,3s,4r)-3-(neopentylcarbamoyl)bicyclo[2.2.1]hept-2-yl)carbamoyl)phenoxy)-1-methylcyclohexane-1-carboxylic acid